C(C)(=O)N1[C@H]([C@@H]([C@H](C2=CC(=CC=C12)Br)NC(OCC1=CC=CC=C1)=O)C)CC benzyl ((2S,3R,4R)-1-acetyl-6-bromo-2-ethyl-3-methyl-1,2,3,4-tetrahydroquinolin-4-yl)carbamate